5-(1-methyl-3-(trifluoromethyl)-1H-pyrazol-4-yl)-2-((tetrahydro-2H-pyran-4-yl)methyl)-3,4-dihydroisoquinolin-1(2H)-one CN1N=C(C(=C1)C1=C2CCN(C(C2=CC=C1)=O)CC1CCOCC1)C(F)(F)F